1,1'-[1,4-phenylenebis(methylene)]-bis-1,4,8,11-tetra-azacyclotetradecane C1(=CC=C(C=C1)CN1CCNCCCNCCNCCC1)CN1CCNCCCNCCNCCC1